(S)-N-(5-cyano-6-(2H-1,2,3-triazol-2-yl)pyridin-3-yl)-2-(difluoromethyl)-8,8-dimethyl-7,8-dihydro-6H-cyclopenta[e]pyrazolo[1,5-a]pyrimidine-6-carboxamide C(#N)C=1C=C(C=NC1N1N=CC=N1)NC(=O)[C@H]1CC(C2=C1C=NC=1N2N=C(C1)C(F)F)(C)C